C(C)(C)C1=CC=C(CN)C=C1 4-isopropylbenzyl-amine